2-(3,6-dihydro-2H-pyran-4-yl)-N-(2-morpholinoethyl)-5-(trifluoromethyl)-1H-pyrrolo[2,3-b]pyridin-4-amine O1CCC(=CC1)C1=CC2=C(N=CC(=C2NCCN2CCOCC2)C(F)(F)F)N1